C(C)N(C1C(CCC1C)OC=1C=C2CN(C(C2=CC1)=O)C1C(NC(CC1)=O)=O)CC 3-(5-((2-(diethylamino)-3-methylcyclopentyl)oxy)-1-oxoisoindolin-2-yl)piperidine-2,6-dione